NC1=CC(=C2C(=CNC2=C1)CCNC(C)=O)F N-[2-(6-amino-4-fluoro-1H-indol-3-yl)ethyl]acetamide